C(C1=CC=CC=C1)N1N=CC(=C1)C=1C(=CC(N(C1)C)=O)NNC 5-(1-benzyl-1H-pyrazol-4-yl)-1-methyl-4-(2-methyl-hydrazinyl)-pyridin-2(1H)-one